2,5-dimethyl-oxazole CC=1OC(=CN1)C